C1(C=CC=C1)[Ti](C1=C(C(=CC=C1F)N(CCCCCC)C1=CC=C(C=C1)C)F)(C1=C(C(=CC=C1F)N(CCCCCC)C1=CC=C(C=C1)C)F)C1C=CC=C1 bis(cyclopentadienyl)bis[2,6-difluoro-3-(N-hexyl-(4-tolyl)amino)phenyl]titanium